(E)-N2-((benzyloxy)carbonyl)-N4-(4-(5,6,7,8-tetrahydro-1,8-naphthyridin-2-yl)but-3-en-1-yl)-L-asparagine tert-butyl ester C(C)(C)(C)OC([C@@H](NC(=O)OCC1=CC=CC=C1)CC(NCC\C=C\C1=NC=2NCCCC2C=C1)=O)=O